FC1=CC=C(C=C1)C#CC(CCC=C)(O)C1=CC=CC=C1 1-(4-fluorophenyl)-3-phenylhept-6-en-1-yn-3-ol